ClC1=C2C(=C(NC2=CC=C1F)C(=O)N1[C@H](CN(CC1)C(COC)=O)C)F (S)-1-(4-(4-chloro-3,5-difluoro-1H-indole-2-carbonyl)-3-methylpiperazin-1-yl)-2-methoxyethan-1-one